COC1=C(C(=NC(=N1)C1=NC=CC(=C1)SC)NC1=CC=C(C=C1)C)C(F)(F)F 6-methoxy-N-(4-methylphenyl)-2-(4-methylsulfanyl-2-pyridinyl)-5-(trifluoromethyl)-4-pyrimidinamine